CN1CCN(CC1)CC=1C=CC(=NC1)N 5-[(4-methylpiperazin-1-yl)methyl]pyridin-2-amine